O=C1NC(CCC1N1C(C2=CC=C(C=C2C1=O)N1CCN(CC1)CC#CC1CCN(CC1)C(=O)OC(C)(C)C)=O)=O Tert-butyl 4-(3-(4-(2-(2,6-dioxopiperidin-3-yl)-1,3-dioxoisoindol-5-yl)piperazin-1-yl)propyn-1-yl)piperidin-1-carboxylate